2-benzyl 1-(tert-butyl) (2S,4S)-4-ethyl-5-oxopyrrolidine-1,2-dicarboxylate C(C)[C@H]1C[C@H](N(C1=O)C(=O)OC(C)(C)C)C(=O)OCC1=CC=CC=C1